C1(=CC=CC=C1)CC(=O)SCCNC(CCNC([C@@H](C(COP(OP(OC[C@@H]1[C@H]([C@H]([C@@H](O1)N1C=NC=2C(N)=NC=NC12)O)OP(=O)(O)O)(=O)O)(=O)O)(C)C)O)=O)=O phenylacetyl-CoA